CN1C=CC2=C1N=CN=C2 7-methylpyrrolo[2,3-D]Pyrimidine